4-(3-acetyl-2-methyl-5-(oxetan-3-ylethynyl)-1H-pyrrol-1-yl)benzonitrile C(C)(=O)C1=C(N(C(=C1)C#CC1COC1)C1=CC=C(C#N)C=C1)C